Tert-butyl 4-methyl-2-(phenylthio)piperidine-1-carboxylate CC1CC(N(CC1)C(=O)OC(C)(C)C)SC1=CC=CC=C1